C(C)(C)(C)N1N=NC(=C1)C(=O)NCC1=C(C=C(C=C1)C1=C(C=NC=C1)OC1CN(CC1)C(C#C)=O)C 1-(tert-butyl)-N-(2-methyl-4-(3-((1-propioloylpyrrolidin-3-yl)oxy)pyridin-4-yl)benzyl)-1H-1,2,3-triazole-4-carboxamide